[C-](S(=O)(=O)C(F)(F)F)(S(=O)(=O)C(F)(F)F)S(=O)(=O)C(F)(F)F.[Bi+3].[C-](S(=O)(=O)C(F)(F)F)(S(=O)(=O)C(F)(F)F)S(=O)(=O)C(F)(F)F.[C-](S(=O)(=O)C(F)(F)F)(S(=O)(=O)C(F)(F)F)S(=O)(=O)C(F)(F)F bismuth tris(trifluoromethanesulfonyl)methide